C1=CC(=C(C=C1[N+](=O)[O-])[N+](=O)[O-])OCCO 2,4-dinitrophenoxyethanol